4-(2,6-dioxopiperidin-3-yl)-1,3-dioxoisoindoline O=C1NC(CCC1C1=C2C(NC(C2=CC=C1)=O)=O)=O